P(O)(=O)(OP(=O)(O)OP(=O)(O)O)OC[C@@H]1[C@H]([C@H]([C@@H](O1)C1=CN(C(=O)NC1=O)CC1=CC=C(C=C1)Cl)O)O 1-(4-chlorobenzyl)pseudouridine triphosphate